C1(CCCCC1)NC=1C2=C(N=CC1C#CC=1C=NC=NC1)NC=C2 N-cyclohexyl-5-(pyrimidin-5-ylethynyl)-1H-pyrrolo[2,3-b]pyridine-4-Amine